C1=CC=CC=2C3=CC=CC=C3C(C12)COC(=O)N[C@H](CC(C)C)C(=O)O (((9H-fluoren-9-yl)methoxy)carbonyl)-D-leucine